ClC=1C=C(C=CC1)C1=NC2=CC=CC=C2N=C1C1=CC=CC=C1 2-(3-chlorophenyl)-3-phenylquinoxaline